ClC=1C=C(C=C(C1OC1=NNC(C(=C1)C1CCCC1)=O)Cl)N1N=C(C(NC1=O)=O)CO 2-(3,5-dichloro-4-((5-cyclopentyl-6-oxo-1,6-dihydropyridazin-3-yl)oxy)phenyl)-6-(hydroxymethyl)-1,2,4-triazine-3,5(2H,4H)-dione